C(C)(C)(C)OC(=O)N[C@@H](CC(=O)OCC)C=1C=C(C=C(C1F)C)C1=C(C=C(C=C1C)C=O)C ethyl (S)-3-((tert-butoxycarbonyl)amino)-3-(4-fluoro-4'-formyl-2',5,6'-trimethyl-[1,1'-biphenyl]-3-yl)propanoate